4-Bromo-7-fluoro-2-methylisoquinolin-1(2H)-one BrC1=CN(C(C2=CC(=CC=C12)F)=O)C